3-(β-Hydroxyethyl)-resorcin OCCC1(CC(O)=CC=C1)O